ClC=1C=CC(=NC1)C(O)C 5-chloro-2-(oxapropan-2-yl)pyridine